C(C)(C)C1=CC=C(C=C1)C1=NC=2CCN(C[C@@H]3C2N1CCN3S(=O)(=O)C3=CC=C(C=C3)[N+](=O)[O-])C(=O)OC(C)(C)C |r| (rac)-tert-butyl 2-(4-isopropylphenyl)-5-((4-nitrophenyl)sulfonyl)-4,5,5a,6,8,9-hexahydro-1,2a,5,7-tetraazabenzo[cd]azulene-7(3H)-carboxylate